1-bromo-2-((1r,2r)-2-((E)-styryl)cyclopropyl)benzene BrC1=C(C=CC=C1)[C@H]1[C@H](C1)\C=C\C1=CC=CC=C1